FC1([C@H](C1)C(=O)NC1=NC=C2C=C(C(=NC2=C1)C(=O)N)C=1C=NC(=CC1C)C(CC)O)F 7-((R)-2,2-difluorocyclopropane-1-carboxamido)-3-(6-(1-hydroxypropyl)-4-methylpyridin-3-yl)-1,6-naphthyridine-2-carboxamide